C1=CC=C(C=C1)CSC2=NC=NC3=C2C=CS3 The molecule is a thienopyrimidine that is thieno[2,3-d]pyrimidine which is substituted at position 4 by a benzylsulfanediyl group. It is a thienopyrimidine, an aryl sulfide and a member of benzenes.